NC1=NC2=C(C=CC=C2C(=N1)C(=O)NCC1=NC(=CC=C1)OC(C)C)F 2-amino-8-fluoro-N-[(6-isopropoxy-2-pyridyl)methyl]quinazoline-4-carboxamide